OCCCCO 1,4-Dihydroxybutan